(R)-1-(5-((tert-butyldimethylsilyl)oxy)-3-(difluoromethyl)-2-fluorophenyl)ethane-1-amine [Si](C)(C)(C(C)(C)C)OC=1C=C(C(=C(C1)[C@@H](C)N)F)C(F)F